N1N=C(C=C1)[C@@H](C)N1C(N=C(C2=CC=C(C=C12)Cl)N)=O |r| (±)-1-(1-(1H-pyrazol-3-yl)ethyl)-4-amino-7-chloroquinazolin-2(1H)-one